COC1=CC=C(C=C1)[C@@H]1CC(N(CC1)C(=O)OC(C)(C)C)=O tert-butyl (S)-4-(4-methoxyphenyl)-2-oxopiperidine-1-carboxylate